bis(2,6-di-butyl-4-methylphenyl)pentaerythritol diphosphite OP(O)OP(O)O.C(CCC)C1=C(C(=CC(=C1)C)CCCC)C(O)(C(CO)(CO)CO)C1=C(C=C(C=C1CCCC)C)CCCC